2-[5-(difluoromethoxy)pyridin-2-yl]-4-[3-(2,2,2-trifluoroethoxy)pyridin-4-yl]-2,3-dihydro-1H-pyrrolo[3,4-c]pyridin-1-one FC(OC=1C=CC(=NC1)N1CC=2C(=NC=CC2C1=O)C1=C(C=NC=C1)OCC(F)(F)F)F